ClC\C=C/CNC(OCCCC)=O butyl (Z)-(4-chlorobut-2-en-1-yl)carbamate